endo-tert-butyl 8-hydroxy-3-azabicyclo[3.2.1]octane-3-carboxylate CC(C)(C)OC(=O)N1CC2CCC(C1)C2O